C(C)(C)N1C(C2=CC=C(C=C2CC1)SCCC(=O)OCC(CCCC)CC)=O 2-ethylhexyl 3-((2-isopropyl-1-oxo-1,2,3,4-tetrahydroisoquinolin-6-yl)thio)propanoate